CC(C)(C(C)C)NC1=NC(=NC=C1C(=O)N)NC1CCC(CC1)O 4-(2,3-dimethylbutan-2-ylamino)-2-((1r,4r)-4-hydroxycyclohexylamino)pyrimidine-5-carboxamide